3-(furan-2-yl)-5-methylisothiazole O1C(=CC=C1)C1=NSC(=C1)C